OCC(C)N1C=NC2=C(C1=O)C=C(N=C2C=2C=NC=CC2)C2=CC=C(C=C2)OC(F)(F)F 3-(1-hydroxy-prop-2-yl)-8-(pyridin-3-yl)-6-(4-(trifluoromethoxy)phenyl)pyrido[3,4-d]pyrimidin-4(3H)-one